OCCN(CCCCCCCC(=O)OC(CCCCCCCC)CCCCCCCC)CCCCCCCC(OCCCCCCCCCCC)=O Heptadecan-9-yl 8-((2-hydroxyethyl)(8-oxo-8-(undecyloxy)octyl)amino)-octanoate